NC1=NC(=C(C(=N1)OC1=C(C=C(C#N)C=C1F)F)I)C(F)(F)F 4-((2-Amino-5-iodo-6-(trifluoromethyl)pyrimidin-4-yl)oxy)-3,5-difluorobenzonitrile